CC1=C2C=CNC2=CC=C1OC=1C=C(C(N)=N)C=CC1 3-((4-methyl-1H-indol-5-yl)oxy)benzimidamide